CC1(OB(OC1(C)C)C1=C(C2=CC=CC=C2C=C1)O)C (4,4,5,5-tetramethyl-1,3,2-dioxaborolan-2-yl)naphthalen-1-ol